{1,2-dimethyl-1H-pyrrolo[2,3-b]pyridin-5-yl}methylamine CN1C(=CC=2C1=NC=C(C2)CN)C